(S)-N-(7-((1-acetyl-4-hydroxypiperidin-4-yl)ethynyl)-5-methyl-4-oxo-2,3,4,5-tetrahydrobenzo[b][1,4]oxazepin-3-yl)-4-(4-fluorophenoxy)picolinamide C(C)(=O)N1CCC(CC1)(O)C#CC1=CC2=C(OC[C@@H](C(N2C)=O)NC(C2=NC=CC(=C2)OC2=CC=C(C=C2)F)=O)C=C1